C(C)(C)(C)N1N=CC(=C1)C(=O)NCC1=NC(=NO1)C=1N=C2N(C=CC=C2N[C@H]2[C@H](CN(CC2)C)F)C1C=C 1-(tert-butyl)-N-((3-(8-(((3S,4R)-3-fluoro-1-methylpiperidin-4-yl)amino)-3-vinylimidazo[1,2-a]pyridin-2-yl)-1,2,4-oxadiazol-5-yl)methyl)-1H-pyrazole-4-carboxamide